ClC=1C=C(C=CC1)N(S(=O)(=O)C1CCN(CC1)C(=O)OC(C)(C)C)CC1=CC=C(C=C1)C=1OC(=NN1)C(F)F tert-butyl 4-(N-(3-chlorophenyl)-N-(4-(5-(difluoromethyl)-1,3,4-oxadiazol-2-yl)benzyl)sulfamoyl)piperidine-1-carboxylate